FC(SC=1OC2=C(C1)C=CC=C2)(F)F ((trifluoromethyl)thio)benzofuran